CC1=C(C(=CC=C1)C#N)C DIMETHYLBENZONITRILE